O(C1=CC=CC=C1)C=1C=C(C=CC1F)NC1=C2C=C(NC2=CC(=C1)NC(C)=O)C(=O)O 4-((3-phenoxy-4-fluorophenyl)amino)-6-acetylamino-1H-indole-2-carboxylic acid